1,3-bis(3,5-dimethylphenyl)propan-2-ol CC=1C=C(C=C(C1)C)CC(CC1=CC(=CC(=C1)C)C)O